ethyl (S)-3-amino-3-(3-(benzo[d][1,3]dioxol-5-yl)phenyl)propanoate N[C@@H](CC(=O)OCC)C1=CC(=CC=C1)C1=CC2=C(OCO2)C=C1